3-(2-chloro-3-(9-(2-methoxy-5-methylbenzyl)-6-(1-methylcyclopropoxy)-9H-purin-8-yl)phenoxy)propanoic acid ClC1=C(OCCC(=O)O)C=CC=C1C=1N(C2=NC=NC(=C2N1)OC1(CC1)C)CC1=C(C=CC(=C1)C)OC